tert-butyl (R)-3-(hydroxymethyl)morpholine-4-carboxylate OC[C@H]1N(CCOC1)C(=O)OC(C)(C)C